N(=[N+]=[N-])C1C(CC(CC1)C(=O)OCC)NC(=O)OCC1=CC=CC=C1 ethyl 4-azido-3-(benzyloxycarbonylamino)-cyclohexanecarboxylate